5-(8-(7-Acetyl-3-ethyl-5,6,7,8-tetrahydroimidazo[1,5-a]pyrazin-1-yl)isoquinolin-3-yl)-N-(3-(2-(2,6-dioxopiperidin-3-yl)-1-oxoisoindolin-4-yl)-5-fluorobenzyl)picolinamide C(C)(=O)N1CC=2N(CC1)C(=NC2C=2C=CC=C1C=C(N=CC21)C=2C=CC(=NC2)C(=O)NCC2=CC(=CC(=C2)F)C2=C1CN(C(C1=CC=C2)=O)C2C(NC(CC2)=O)=O)CC